C12NCC(C1N1C(=NC=3C(=NC=4C(=C(C(=CC4C31)Cl)C3=CC(=CC1=CC=CC=C31)O)F)N3CC(C3)N(C)C)CN(C)C)C2 4-(1-((endo)-2-azabicyclo[2.1.1]hexan-5-yl)-8-chloro-4-(3-(dimethylamino)-azetidin-1-yl)-2-((dimethylamino)methyl)-6-fluoro-1H-imidazo[4,5-c]quinolin-7-yl)naphthalen-2-ol